FC=1C=C(C(=NC1OC)OC)N 5-fluoro-2,6-dimethoxy-pyridine-3-amine